NCC1=C(C(=NC=C1)F)C1C(NC(CC1)=O)=O 3-(4-(Aminomethyl)-2-fluoropyridin-3-yl)piperidine-2,6-dione